trans-4-(dimethylamino)cyclohexanecarboxylic acid methyl ester COC(=O)[C@@H]1CC[C@H](CC1)N(C)C